2-(bromomethyl)-3-chloro-5-iodo-benzoic acid ethyl ester C(C)OC(C1=C(C(=CC(=C1)I)Cl)CBr)=O